[3-[(E)-[3-(o-tolyl)carbazol-9-yl]iminomethyl]-4-[4-(6-prop-2-enoyloxyhexoxy)benzoyl]oxy-phenyl] 4-(6-prop-2-enoyloxyhexoxy)benzoate C(C=C)(=O)OCCCCCCOC1=CC=C(C(=O)OC2=CC(=C(C=C2)OC(C2=CC=C(C=C2)OCCCCCCOC(C=C)=O)=O)/C=N/N2C3=CC=CC=C3C=3C=C(C=CC23)C2=C(C=CC=C2)C)C=C1